(Z)-1-Isopentyl-3-(methoxymethylene)cyclohexane C(CC(C)C)C1C\C(\CCC1)=C/OC